S1(CCNCC2=C1C=CC=C2)=O 2,3,4,5-tetrahydro-1H-1λ4-benzo[f][1,4]thiazepine-1-oxide